C(C)(C)(C)OC(=O)N1CCC(CC1)N1N=CC(=C1)C=1C=NC(=C(C1)Br)N 4-(4-(6-amino-5-bromopyridin-3-yl)-1H-pyrazol-1-yl)piperidine-1-carboxylic acid tert-butyl ester